tert-Butyl 4-(2-(pyrrolidin-1-yl)ethoxy)phenethylcarbamate N1(CCCC1)CCOC1=CC=C(CCNC(OC(C)(C)C)=O)C=C1